1-(1-Ethylpiperidin-4-yl)-6-methyl-5-(8-methyl-[1,2,4]triazolo[1,5-a]pyridin-6-yl)-1,3-dihydro-2H-benzo[d]imidazol-2-on C(C)N1CCC(CC1)N1C(NC2=C1C=C(C(=C2)C=2C=C(C=1N(C2)N=CN1)C)C)=O